3-((2-methoxy-2-oxoethyl)thio)benzoic acid COC(CSC=1C=C(C(=O)O)C=CC1)=O